(3R,4R)-1-(cyclopropylsulfonyl)-4-((7-(3-(difluoromethyl)-2,6-difluorophenyl)-5-fluoropyrrolo[2,1-f][1,2,4]triazin-2-yl)amino)piperidin-3-ol C1(CC1)S(=O)(=O)N1C[C@H]([C@@H](CC1)NC1=NN2C(C=N1)=C(C=C2C2=C(C(=CC=C2F)C(F)F)F)F)O